(R)-7-(2-(1-(2,2-difluoro-1-(4-fluorophenyl)propyl)-1H-pyrazol-4-yl)-5-fluoropyrimidin-4-yl)-[1,2,4]triazolo[1,5-a]pyridin-2-amine FC([C@@H](C1=CC=C(C=C1)F)N1N=CC(=C1)C1=NC=C(C(=N1)C1=CC=2N(C=C1)N=C(N2)N)F)(C)F